C(C)(C)(C)C=1C=CC(=C(C1)N1CC=2C(CC1)=NN(C2C2=CC=C(C#N)C=C2)C2=C(C=CC=C2C)OCC(C)C)C 4-(5-(5-(tert-butyl)-2-methylphenyl)-2-(2-isobutoxy-6-methylphenyl)-4,5,6,7-tetrahydro-2H-pyrazolo[4,3-c]pyridin-3-yl)benzonitrile